N,N,N',N'-Tetraethyl-4,4-diaminobenzophenone C(C)N(C1(CC=C(C(=O)C2=CC=CC=C2)C=C1)N(CC)CC)CC